alpha-trehalose C([C@@H]1[C@H]([C@@H]([C@H]([C@H](O1)O[C@@H]2[C@@H]([C@H]([C@@H]([C@H](O2)CO)O)O)O)O)O)O)O